CC1CCC2=CC(=C(C=C12)C)C=O 1,6-dimethyl-2,3-dihydro-1H-indene-5-carbaldehyde